N(C(=O)N)C=C(C(=O)O)C.C(C(=C)C)(=O)O.NC(=O)N urea methacrylate (ureidomethacrylate)